COC(=O)N1CCC(CC1)C1CCNCC1 1'-(methoxycarbonyl)-[4,4'-bipiperidine]